[N+](=O)([O-])C=1C=C(OCCCCCCNC(OC(C)(C)C)=O)C=CC1 tert-butyl (6-(3-nitrophenoxy)hexyl)carbamate